(3R,4S)-1-(2-bromo-3-fluoroimidazo[1,2-b]pyridazin-8-yl)-3-cyclopropyl-4-methyl-2-oxopyrrolidine-3-carbonitrile BrC=1N=C2N(N=CC=C2N2C([C@]([C@@H](C2)C)(C#N)C2CC2)=O)C1F